O=C([C@@H](CC(=O)[O-])[NH+]1CCOCC1)OC[C@H]1OCCC1 (3R)-4-keto-3-morpholin-4-ium-4-yl-4-[[(2S)-tetrahydrofuran-2-yl]methoxy]butyrate